FC1=C(C#N)C=CC(=C1)C=1N(C=C(N1)C(F)(F)F)C 2-fluoro-4-(1-methyl-4-(trifluoromethyl)-1H-imidazol-2-yl)benzonitrile